(phenyl)(biphenylyl)[phenyl(dibenzothiophenyl)indolocarbazolyl]triazine C1(=CC=CC=C1)C1=C(C(=NN=N1)C1=C2C(=CC(=C1C1=CC=CC=3SC4=C(C31)C=CC=C4)C4=CC=CC=C4)N=C4C=CC3=C1C=CC=CC1=NC3=C42)C4=C(C=CC=C4)C4=CC=CC=C4